secondary butyllithium C(C)(CC)[Li]